Cl.Cl.Cl.C(CC)[NH-] Propylamide Trihydrochloride